(R)-2-cyclopropyl-5-(4-(4-(trifluoromethyl)pyrazolo[1,5-a]pyridin-2-yl)-6,7-dihydro-1H-imidazo[4,5-c]pyridin-5(4H)-yl)-1,3,4-oxadiazole C1(CC1)C=1OC(=NN1)N1[C@H](C2=C(CC1)NC=N2)C2=NN1C(C(=CC=C1)C(F)(F)F)=C2